FC=1C(=C(C(=O)OCC)C=C(C1)F)N1CCOCC1 ethyl 3,5-difluoro-2-morpholin-4-ylbenzoate